5α-Androstan C[C@@]12CCC[C@H]1[C@@H]1CC[C@H]3CCCC[C@]3(C)[C@H]1CC2